Cl.O=C1NC2=CC=C(C=C2CC1)N1C=NC2=C1C=CC(=C2)C(=O)N 1-(2-oxo-1,2,3,4-tetrahydroquinolin-6-yl)-1H-benzo[d]Imidazole-5-carboxamide hydrochloride